C(C=C)C=1C(=C(C(=C(C1C(=O)N)C(=O)N)CC=C)CC=C)CC=C tetraallylphthalamide